ClC1=NC=C(C(=N1)NCC=1C(=NNC1C)C)C(=O)N 2-chloro-4-(((3,5-dimethyl-1H-pyrazol-4-yl)methyl)amino)pyrimidin-5-carboxamide